methyl (S)-3-(3-(3-amino-2,5-difluoro-4-methylphenyl)-1,2,4-oxadiazol-5-yl)pyrrolidine-1-carboxylate NC=1C(=C(C=C(C1C)F)C1=NOC(=N1)[C@@H]1CN(CC1)C(=O)OC)F